[Si](C1=CC=CC=C1)(C1=CC=CC=C1)(C(C)(C)C)OCC1CCC(CC1)OS(=O)(=O)C1=CC=C(C=C1)C [4-[[tert-butyl(diphenyl)silyl]oxymethyl]cyclohexyl]4-methylbenzenesulfonate